C(C(=O)O)(=O)O.FCC.FCC bis(fluoroethane) oxalate